(R)-N-(1-(2,6-difluorophenyl)-2-(quinolin-2-yl)ethyl)acetamide FC1=C(C(=CC=C1)F)[C@@H](CC1=NC2=CC=CC=C2C=C1)NC(C)=O